FC1=C(C(=CC(=C1)[N+](=O)[O-])C1=CC=CC=C1)N 3-fluoro-5-nitrobiphenyl-2-amine